4-(3-((4-Carboxybutyryl)oxy)propoxy)-3-(benzenesulfonyl)-1,2,5-oxadiazole 2-oxide C(=O)(O)CCCC(=O)OCCCOC=1C(=[N+](ON1)[O-])S(=O)(=O)C1=CC=CC=C1